5,10,15,20-tetra(p-tolyl)porphyrin methyl-(R)-1-(1-(1-(2-hydroxy-2-methylpropyl)piperidin-4-yl)ethyl)-2-methyl-1H-indole-3-carboxylate CC1=C2C(=C(N(C2=CC=C1)[C@H](C)C1CCN(CC1)CC(C)(C)O)C)C(=O)O.C1(=CC=C(C=C1)C=1C2=CC=C(N2)C(=C2C=CC(C(=C3C=CC(=C(C=4C=CC1N4)C4=CC=C(C=C4)C)N3)C3=CC=C(C=C3)C)=N2)C2=CC=C(C=C2)C)C